ClC1=CC=2N(C=C1)C=NC2C(C(=O)O)C 2-(7-chloroimidazo[1,5-a]pyridin-1-yl)propanoic acid